C1=CC=CC2=NC3=CC=CC=C3C(=C12)NCCCCN(CC)CC N~4~-(Acridin-9-yl)-N~1~,N~1~-diethylbutane-1,4-diamine